FC1=CC=C(C=C1)N1C(N(C=C(C1=O)C(=O)NC1=CC=C(C=N1)OC1=CC=NC2=CN=C(C=C12)C(=O)N[C@@H]1CN(CC1)C)C(C)C)=O |r| 4-[[6-[[3-(4-fluorophenyl)-1-isopropyl-2,4-dioxo-pyrimidine-5-carbonyl]amino]-3-pyridyl]oxy]-N-[rac-(3S)-1-methylpyrrolidin-3-yl]-1,7-naphthyridine-6-carboxamide